1-(1-(2-bromo-5-(trifluoromethyl)phenyl)cyclopropyl)ethanamine BrC1=C(C=C(C=C1)C(F)(F)F)C1(CC1)C(C)N